8-(cis-4-Amino-cyclohexylamino)-6-pyridin-4-yl-imidazo[1,2-a]pyrazine-2-carboxylic acid amide N[C@H]1CC[C@H](CC1)NC=1C=2N(C=C(N1)C1=CC=NC=C1)C=C(N2)C(=O)N